(R)-2-(3-(5-(hydroxy(3-methylazetidin-3-yl)(4-(pentafluoro-λ6-sulfaneyl)phenyl)methyl)pyridin-3-yl)-1,2,4-oxadiazol-5-yl)propan-2-ol, hydrochloride salt Cl.O[C@](C=1C=C(C=NC1)C1=NOC(=N1)C(C)(C)O)(C1=CC=C(C=C1)S(F)(F)(F)(F)F)C1(CNC1)C